α'-tetraphenyl-1,3-dioxolane-4,5-dimethanol C1(=CC=CC2=CC=C3C=C4C=CC=CC4=CC3=C12)C(O)C1C(OCO1)CO